C(C)O[C@H]1CN2C(NC(C3=CC(=C(C(=C23)SC1)C1=CC=C(C=C1)F)C(F)(F)F)=O)=O (S)-3-ethoxy-11-(4-fluorophenyl)-10-(trifluoromethyl)-3,4-dihydro-2H,6H-[1,4]thiazepino[2,3,4-ij]quinazoline-6,8(7H)-dione